(S)-N-(3-(2-((2-fluoro-3-(methylsulfonyl)phenyl)amino)-5-methyl-pyrimidin-4-yl)-1H-indol-7-yl)-3-methoxy-2-(4-methylpiperazin-1-yl)propanamide FC1=C(C=CC=C1S(=O)(=O)C)NC1=NC=C(C(=N1)C1=CNC2=C(C=CC=C12)NC([C@H](COC)N1CCN(CC1)C)=O)C